3,4-dimethoxycyclobutane-3-ene-1,2-dione COC=1C(C(C1OC)=O)=O